OC1=C2C(C=C(OC2=C(C(=C1)O)O)C1=CC=C(C=C1)[O-])=O 4-(5,7,8-trihydroxy-4-oxo-4H-chromen-2-yl)phenolate